2-(2,4-dioxotetrahydropyrimidin-1(2H)-yl)-5-((4-(2-(piperidin-1-yl)-6,7-dihydrothieno[3,2-d]pyrimidin-4-yl)piperazin-1-yl)methyl)isoindoline-1,3-dione O=C1N(CCC(N1)=O)N1C(C2=CC=C(C=C2C1=O)CN1CCN(CC1)C=1C2=C(N=C(N1)N1CCCCC1)CCS2)=O